CC(C)C[C@H](C(=O)N[C@@H]1[C@@H](C2=CC(=C(C=C2)OC3=CC4=CC(=C3O[C@H]5[C@@H]([C@H]([C@@H]([C@H](O5)CO)O)O)O)OC6=C(C=C(C=C6)[C@H]([C@H]7C(=O)N[C@@H](C8=C(C(=CC(=C8)O)O)C9=C(C=CC(=C9)[C@H](C(=O)N7)NC(=O)[C@@H]4NC(=O)[C@@H](NC1=O)CC(=O)N)O)C(=O)[O-])O)Cl)Cl)O)[NH2+]C The molecule is a peptide zwitterion obtained by transfer of a proton from the carboxy to the amino group of devancoaminyl vancomycin. It is a tautomer of a devancoaminyl vancomycin.